FC[C@@H](CO)NC(=O)C=1C(N(N=C(C1)C1=CC=C(C=C1)C(F)(F)F)C=1C=NN(C1)C)=O N-[(2R)-1-Fluoro-3-hydroxypropan-2-yl]-2-(1-methyl-1H-pyrazol-4-yl)-3-oxo-6-[4-(trifluoromethyl)phenyl]-2,3-dihydropyridazine-4-carboxamide